C(#N)[C@H](C)NC(C1=CC=C(C=C1)C1=NC(=NC=C1F)NC=1C=NN(C1)CC#N)=O (S)-N-(1-cyanoethyl)-4-(2-((1-(cyanomethyl)-1H-pyrazol-4-yl)amino)-5-fluoropyrimidin-4-yl)benzamide